SCC1SC(SC(S1)SC)CS bis(mercaptomethyl)methylthio-1,3,5-trithiane